[O-]S(=O)(=O)C(F)(F)F.C(CCCCCC)[N+]1(CCCCC1)CCC 1-Heptyl-1-propylpiperidinium triflate